FC=1C(=CC=C2C(=NC(=NC12)OC[C@]12CCCN2C[C@@H](C1)F)N1CCOCCC1)C1=CC(=CC2=CC=CC=C12)O 4-(8-Fluoro-2-(((2R,7aS)-2-fluorotetrahydro-1H-pyrrolizin-7a(5H)-yl)methoxy)-4-(1,4-oxazepan-4-yl)quinazolin-7-yl)naphthalen-2-ol